C(#N)C1=CC(=C(C=C1)NS(=O)(=O)C1=CNC(=C1)C1=C(C=C(C=C1)C)F)F N-(4-cyano-2-fluoro-phenyl)-5-(2-fluoro-4-methyl-phenyl)-1H-pyrrole-3-sulfonamide